2,4,6,3',4',5'-hexahydroxybenzophenone OC1=C(C(=O)C2=CC(=C(C(=C2)O)O)O)C(=CC(=C1)O)O